5-(1,3-diaminobenzoylamino)phenyl-triethoxysilane NC1(C(=O)NC=2C=CC=C(C2)[Si](OCC)(OCC)OCC)CC(=CC=C1)N